4-(6-Fluoro-1-methyl-1H-benzo[d]imidazol-2-yl)-2-(2-fluorophenyl)thiazole FC=1C=CC2=C(N(C(=N2)C=2N=C(SC2)C2=C(C=CC=C2)F)C)C1